(3S,4R)-N-(4-chloro-2-fluoro-phenyl)-3-methyl-piperidin-4-amine ClC1=CC(=C(C=C1)N[C@H]1[C@H](CNCC1)C)F